FC1=C(C(=C(C=C1)[C@H]1[C@@H](O[C@]([C@H]1C)(C(F)(F)F)C)C(=O)NC1=CC(=NC=C1)C(=O)N)OC)COC |r| rac-4-((2r,3s,4s,5r)-3-(4-fluoro-2-methoxy-3-(methoxymethyl)phenyl)-4,5-dimethyl-5-(trifluoromethyl)tetrahydrofuran-2-carboxamido)pyridineamide